3-(3-ethyl-4-oxo-spiro[6,8-dihydro-5H-pyrazolo[4,3-c]azepine-7,4'-tetrahydropyran]-1-yl)propyl pyrimidine-2-carboxylate N1=C(N=CC=C1)C(=O)OCCCN1N=C(C=2C(NCC3(CCOCC3)CC21)=O)CC